5-(4,4,5,5-tetramethyl-[1,3,2]dioxaborolan-2-yl)-1H-pyrrolo[2,3-b]pyridine CC1(OB(OC1(C)C)C=1C=C2C(=NC1)NC=C2)C